L-14-hydroxytetradecanoic acid OCCCCCCCCCCCCCC(=O)O